CN1CCC(CC1)NC1=C2C=C(N(C2=CC=C1)CC(F)(F)F)C1=NOC(=N1)CNC(NC1=CC=CC=C1)=O 3-[(3-{4-[(1-methylpiperidin-4-yl)amino]-1-(2,2,2-trifluoroethyl)-1H-indol-2-yl}-1,2,4-oxadiazol-5-yl)methyl]-1-phenylurea